Methyl 3-(N-((4'-(dimethylamino)-[1,1'-biphenyl]-4-yl)methyl)cyclohexanecarboxamido)benzoate CN(C1=CC=C(C=C1)C1=CC=C(C=C1)CN(C(=O)C1CCCCC1)C=1C=C(C(=O)OC)C=CC1)C